C(C)N1CCC(CC1)N1N=C(C(=C1)NC1=NC=C(C(=N1)NCCCC1CC(NC1)=O)C(F)(F)F)C 4-(3-((2-((1-(1-ethylpiperidin-4-yl)-3-methyl-1H-pyrazol-4-yl)amino)-5-(trifluoromethyl)pyrimidin-4-yl)amino)propyl)pyrrolidin-2-one